C(C=C)(=O)OC12CCCCCCC(CCC1)C2 bicyclo[6.3.1]dodecanyl acrylate